(7R,14R)-1-(difluoromethoxy)-11-(6-(1-(dimethylphosphoryl)ethyl)pyridin-3-yl)-6-(methyl-d3)-6,7-dihydro-7,14-methanobenzo[f]benzo[4,5]imidazo[1,2-a][1,4]diazocin-5(14H)-one FC(OC1=CC=CC=2C(N([C@H]3C=4N([C@@H](C21)C3)C3=C(N4)C=CC(=C3)C=3C=NC(=CC3)C(C)P(=O)(C)C)C([2H])([2H])[2H])=O)F